BrC1=C2C=NN(C2=CC(=C1C1CC1)C(=O)N)C1OCCCC1 4-bromo-5-cyclopropyl-1-(tetrahydro-2H-pyran-2-yl)-1H-indazole-6-carboxamide